FC(C=1C(=C(C=CC1)[C@@H](C)NC1=NN=C(C=2C=C3C(=CC12)N(C(CO3)=O)C)C)F)F (R)-6-(1-(3-(difluoromethyl)-2-fluorophenyl)ethylamino)-4,9-dimethyl-2H-[1,4]oxazino[2,3-g]phthalazin-3(4H)-one